N1CC(C1)N1N=NC=C1 (azetidin-3-yl)-1H-1,2,3-triazole